2-[3-(bromomethyl)-5-methyl-4H-1,2,4-triazol-4-yl]-4H,5H,6H-cyclopenta[b]thiophene-3,5-dicarboxylic acid 3,5-dimethyl ester COC(=O)C=1C2=C(SC1N1C(=NN=C1C)CBr)CC(C2)C(=O)OC